ClC1=C(C=C(N)C=C1)N1N=C(N=C1)F 4-chloro-3-(3-fluoro-1H-1,2,4-triazol-1-yl)aniline